1-(4-fluorophenyl)-2-[(3-methoxyphenyl)sulfanyl]ethan-1-one FC1=CC=C(C=C1)C(CSC1=CC(=CC=C1)OC)=O